FC(=C(F)F)OC(C(C(F)(F)F)(F)F)(F)F Perfluoropropyl trifluorovinyl ether